6-(3,4-dichloro-phenyl)-pyrimidine-4-carboxylic acid oxazol-2-yl-amide O1C(=NC=C1)NC(=O)C1=NC=NC(=C1)C1=CC(=C(C=C1)Cl)Cl